ethyl 4-chloro-5,6-dimethyl-2-oxo-1,2-dihydropyridine-3-carboxylate ClC1=C(C(NC(=C1C)C)=O)C(=O)OCC